N-(4,5-dichloro-2-((5-chloro-2-((4-(4-((2-(dimethylamino)ethyl)(methyl)amino)piperidine-1-yl)-2-methoxy-5-methylphenyl)amino)pyrimidin-4-yl)amino)phenyl)methanesulfonamide ClC1=CC(=C(C=C1Cl)NS(=O)(=O)C)NC1=NC(=NC=C1Cl)NC1=C(C=C(C(=C1)C)N1CCC(CC1)N(C)CCN(C)C)OC